FC(OC1=CC=C(C=C1)C1=CC=C(C=C1)C=O)(F)F 4'-(trifluoromethoxy)-[1,1'-biphenyl]-4-carbaldehyde